tert-butyl 3-((5-(spiro[3.3]heptan-2-yl)-1,3,4-oxadiazol-2-yl)amino)azetidine-1-carboxylate C1C(CC12CCC2)C2=NN=C(O2)NC2CN(C2)C(=O)OC(C)(C)C